C(CCCCCCCCCCC\C=C/CCCCCCCC)(=O)O.N[C@@H]([C@@H](C)CC)C(=O)O isoleucine erucate